4-nitrophenyl 5-((bis(2-(isobutyrylthio)ethoxy)phosphoryl) difluoromethyl)benzo[b]thiophene-2-carboxylate C(C(C)C)(=O)SCCOP(=O)(OCCSC(C(C)C)=O)C(C1=CC2=C(SC(=C2)C(=O)OC2=CC=C(C=C2)[N+](=O)[O-])C=C1)(F)F